1-methoxy-N,N,N-trimethyl-1-oxopropan-2-aminium iodide [I-].COC(C(C)[N+](C)(C)C)=O